FC1=CC=C(COC(=O)N2C(C(C3=CC=CC=C23)C2C(C3=CC=CC=C3C=C2)O)=O)C=C1 (4-fluorobenzyl)-3-(1-hydroxy-1,2-dihydronaphthalen-2-yl)-2-oxoindoline-1-carboxylate